2-(2-pyridinyl)-2-methyl-4-acetoxy-5-amino-3(2H)-furanone N1=C(C=CC=C1)C1(OC(=C(C1=O)OC(C)=O)N)C